C(C)C(C(O)(CC)CC)(O)CO triethylglycerin